ethyl (Z)-N-benzyl-N-([methyl(methyl-thioethylideneamino-oxycarbonyl)amino]thio)-R-alaninate C(C1=CC=CC=C1)N([C@H](C)C(=O)OCC)SN(C(=O)O\N=C/CSC)C